BrC=1C=C2C(=C(N(C2=CC1)CC)C=1C(=NC=CC1)[C@H](C)OC)CC(CO[Si](C1=CC=CC=C1)(C1=CC=CC=C1)C(C)(C)C)(C)C 5-bromo-3-[3-[(tert-butyldiphenylsilyl)oxy]-2,2-dimethylpropyl]-1-ethyl-2-[2-[(1S)-1-methoxyethyl]pyridin-3-yl]indole